(R)-N-(1-(1-(2-fluoro-4-(trifluoromethyl)phenyl)ethyl)-1H-pyrazol-4-yl)-5-(pyridin-2-yl)isoxazole-3-carboxamide FC1=C(C=CC(=C1)C(F)(F)F)[C@@H](C)N1N=CC(=C1)NC(=O)C1=NOC(=C1)C1=NC=CC=C1